O=C1NCC(NC1)=O (dl)-2,5-diketopiperazine